BrC=1C(=C(C=C(C1)I)Br)I dibromo-2,5-diiodobenzene